(Z)-1-(4-amino-2-fluorobut-2-en-1-yl)-4-(pyrimidin-5-yl)-1H-benzo[d][1,2,3]triazole-6-carbonitrile NC\C=C(\CN1N=NC2=C1C=C(C=C2C=2C=NC=NC2)C#N)/F